C1(=CC=CC=C1)C1=NN(C(=C1CC1=CC=C(C=C1)S(N)(=O)=O)C(F)(F)F)C=1SC=C(N1)C(=O)N 2-(3-phenyl-4-(4-sulfamoylbenzyl)-5-(trifluoromethyl)-1H-pyrazol-1-yl)thiazole-4-carboxamide